2-acetoxy-N-[3-[3-(1-piperidinylmethyl)phenoxy]propyl]acetamide tert-butyl-(2R,5S)-4-(4-cyano-3-(trifluoromethyl)phenyl)-2,5-dimethylpiperazine-1-carboxylate C(C)(C)(C)OC(=O)N1[C@@H](CN([C@H](C1)C)C1=CC(=C(C=C1)C#N)C(F)(F)F)C.C(C)(=O)OCC(=O)NCCCOC1=CC(=CC=C1)CN1CCCCC1